4-(6-chloropyridin-3-yl)-4-methylpiperidine-2,6-dione ClC1=CC=C(C=N1)C1(CC(NC(C1)=O)=O)C